(1R,4S,5S,6S)-4-Amino-2-thiabicyclo[3.1.0]hexane-4,6-dicarboxylic acid 2,2-dioxide N[C@]1(CS([C@H]2[C@@H]([C@@H]12)C(=O)O)(=O)=O)C(=O)O